tributylmethylammonium chloride [Cl-].C(CCC)[N+](C)(CCCC)CCCC